BrC1C(CCCCCC1)Br 1,2-dibromocyclooctane